(R)-2-chloro-N-(2,4-dimethoxybenzyl)-4-(3-(dimethylamino)-3-(3-(trifluoromethyl)phenethyl)piperidin-1-yl)-N-(pyrimidin-4-yl)benzenesulfonamide ClC1=C(C=CC(=C1)N1C[C@](CCC1)(CCC1=CC(=CC=C1)C(F)(F)F)N(C)C)S(=O)(=O)N(C1=NC=NC=C1)CC1=C(C=C(C=C1)OC)OC